bis(dimethylamino)beryllium CN(C)[Be]N(C)C